COC([C@@H](N1CC2=C(CC1)SC(=C2)OC(\C=C\C=C\C)=O)C2=C(C=CC=C2)Cl)=O Methyl-(S)-2-(2-chlorophenyl)-2-(2-((2E,4E)-2,4-hexadienoyloxy)-6,7-dihydrothieno[3,2-c]pyridin-5(4H)-yl)-acetat